Zinc-dipotassium salt [K].[K].[Zn]